dibutyl-2,5-thiophenedicarboxylic acid C(CCC)C=1C(=C(SC1C(=O)O)C(=O)O)CCCC